C(C)(=O)NC(NC(C)=O)=N Diacetyl-Guanidine